(2Z)-2-(5-(N'-hydroxycarbamimidoyl)-2-methylphenoxy)-3-methoxyacrylate ON=C(N)C=1C=CC(=C(O\C(\C(=O)[O-])=C/OC)C1)C